(S)-methyl 3-(2-((tert-butyldiphenylsilyl)oxy)ethyl)-2-(1-ethyl-3-methyl-1H-pyrazole-5-carboxamido)-3,4-dihydro-5-oxa-1,2a-diazaacenaphthylene-7-carboxylate [Si](C1=CC=CC=C1)(C1=CC=CC=C1)(C(C)(C)C)OCC[C@@H]1N2C(=NC=3C=C(C=C(OC1)C32)C(=O)OC)NC(=O)C3=CC(=NN3CC)C